2-amino-4-butoxybutanoic acid NC(C(=O)O)CCOCCCC